[NH4+].O1[C@@H](CC1)CN1C=NC2=C1C=C(C=C2)C(=O)O 1-[(2S)-oxetan-2-ylmethyl]-1H-benzimidazole-6-carboxylic acid ammonium